(S)-3-(4-(((R)-7-fluoro-4-(2-methyl-6-(((R)-tetrahydrofuran-3-yl)oxy)pyridin-3-yl)-2,3-dihydro-1H-inden-1-yl)oxy)phenyl)hex-4-ynoic acid methyl ester COC(C[C@H](C#CC)C1=CC=C(C=C1)O[C@@H]1CCC2=C(C=CC(=C12)F)C=1C(=NC(=CC1)O[C@H]1COCC1)C)=O